OC=1C(C(=CC=CC1)C1=NC(=NC=C1)SC)=O 2-hydroxy-7-(2-(methylthio)pyrimidin-4-yl)cyclohepta-2,4,6-trien-1-one